(Z)-3-fluoro-4-(naphthalen-1-ylsulfonyl)but-2-en-1-amine hydrochloride Cl.F\C(=C/CN)\CS(=O)(=O)C1=CC=CC2=CC=CC=C12